CC1=NC=C(C=C1C)Br 2,3-dimethyl-5-bromopyridine